C(CCC)C(C(C1=CC=CC=C1)(CCCC)CCCC)(N(C([O-])=O)CCCBr)CCCC tetrAbutyl-N-(3-bromopropyl)-N-(2-phenylethyl)carbamate